(S)-2-(tert-butoxy)-2-(7-(4-chlorophenyl)-2-(3-(4,4-dimethyl-2-oxoimidazolidin-1-yl)-1-methyl-1H-indazol-5-yl)-5-methylbenzo[d]thiazol-6-yl)acetic acid C(C)(C)(C)O[C@H](C(=O)O)C1=C(C2=C(N=C(S2)C=2C=C3C(=NN(C3=CC2)C)N2C(NC(C2)(C)C)=O)C=C1C)C1=CC=C(C=C1)Cl